ClC1=C(C(=O)N2C=C(C=3C2=NC=C(C3)C#CC3=CC=C(C(=O)OC(C)(C)C)C=C3)C(C3=C(C(=CC=C3F)NS(N(C)CC)(=O)=O)F)=O)C(=CC=C1)Cl tert-butyl 4-((1-(2,6-dichlorobenzoyl)-3-(3-((N-ethyl-N-methylsulfamoyl)amino)-2,6-difluorobenzoyl)-1H-pyrrolo[2,3-b]pyridin-5-yl)ethynyl)benzoate